8-cyclopropyl-1-methyl-4-[4-methyl-4-(5-methyl-1,3-benzoxazol-2-yl)piperidin-1-yl]-2-oxo-1,2-dihydroquinoline-3-carbonitrile C1(CC1)C=1C=CC=C2C(=C(C(N(C12)C)=O)C#N)N1CCC(CC1)(C=1OC2=C(N1)C=C(C=C2)C)C